C(C)(C)(C)C1=NCCC2=CC(=CC=C12)Br tert-butyl-6-bromo-3,4-dihydroisoquinoline